C(CN1C(C(N(C(C1)(C)C)O)(C)C)=O)N1C(C(N(C(C1)(C)C)O)(C)C)=O 4,4'-ethylenebis(1-oxyl-2,2,6,6-tetramethylpiperazin-3-one)